C(C)(C)(C)OC(CC[C@@H](C(=O)N)NC(C1=C(C(=CC=C1)OCC1=CC=C(C=C1)CN1CCN(CC1)C1=C(C=C(C=C1)C#N)F)[N+](=O)[O-])=O)=O (S)-5-amino-4-(3-((4-((4-(4-cyano-2-fluorophenyl)piperazin-1-yl)methyl)benzyl)oxy)-2-nitrobenzamido)-5-oxopentanoic acid tert-butyl ester